tert-butyl N-[1-[2-(2,6-dioxo-3-piperidyl)-3-oxo-isoindolin-5-yl]-4-piperidyl]carbamate O=C1NC(CCC1N1CC2=CC=C(C=C2C1=O)N1CCC(CC1)NC(OC(C)(C)C)=O)=O